(±)-2-(3-((2-(7-Bromo-4-fluorobenzofuran-5-yl)-2-hydroxyethyl)(methyl)amino)-2-hydroxyphenyl)acetic acid methyl ester COC(CC1=C(C(=CC=C1)N(C)C[C@H](O)C=1C=C(C2=C(C=CO2)C1F)Br)O)=O |r|